1-(3-fluorobenzyl)-5-hydroxy-N-methyl-2-oxo-2,3-dihydro-1H-benzo[b]azepine-4-carboxamide FC=1C=C(CN2C3=C(C(=C(CC2=O)C(=O)NC)O)C=CC=C3)C=CC1